FC(C1=NN=C(S1)C1=NC=C2N1C=C(C=C2C2CCN(CC2)C(=O)OC(C)(C)C)S(NC2(CC2)C)(=O)=O)F tert-butyl 4-(3-(5-(difluoromethyl)-1,3,4-thiadiazol-2-yl)-6-(N-(1-methylcyclopropyl)sulfamoyl)imidazo[1,5-a]pyridin-8-yl)piperidine-1-carboxylate